CC1=C(C(=C(C(=O)O)C=C1)N1C=CC=C1)N1CC(C1)OC1=CC=C(C=C1)OCCC methyl-3-(3-(4-propoxyphenoxy)azetidin-1-yl)-2-(1H-pyrrol-1-yl)benzoic acid